methyl (S)-2-(3-((5-((1-(3-(tert-butyl)phenyl)ethyl)carbamoyl)-2-methyl-1H-benzo[d]imidazol-1-yl)methyl)phenoxy)-2-methylpropanoate C(C)(C)(C)C=1C=C(C=CC1)[C@H](C)NC(=O)C1=CC2=C(N(C(=N2)C)CC=2C=C(OC(C(=O)OC)(C)C)C=CC2)C=C1